N-((1-methyl-4-(4-(trifluoromethyl)phenyl)-4,5,6,7-tetrahydro-1H-pyrazolo[4,3-b]pyridin-6-yl)methyl)methanesulfonamide CN1N=CC=2N(CC(CC21)CNS(=O)(=O)C)C2=CC=C(C=C2)C(F)(F)F